Ethyl (E)-4-{3-[3-chlorodibenzo[b,e][1,4]oxazepin-5(11H)-yl]propylamino}but-2-enoate ClC=1C=CC2=C(N(C3=C(OC2)C=CC=C3)CCCNC/C=C/C(=O)OCC)C1